dimethoxy-α-phenyl-acetophenone COC(C(=O)C1=CC=CC=C1)(C1=CC=CC=C1)OC